C[C@@H]1COCC[C@H]1N1C(=CC2=C1N=CN=C2)C#N 7-(trans-3-methyltetrahydro-2H-pyran-4-yl)-7H-pyrrolo[2,3-d]pyrimidine-6-carbonitrile